CC=1SC(=C(N1)C)CN1C(N(C(C2=C1SC(=C2)S(=O)(=O)NC2(CC2)C)=O)CC2=CN=C(S2)C)=O 1-((2,4-dimethylthiazol-5-yl)methyl)-N-(1-methylcyclopropyl)-3-((2-methylthiazol-5-yl)methyl)-2,4-dioxo-1,2,3,4-tetrahydrothieno[2,3-d]pyrimidine-6-sulfonamide